5-bromo-N2-butyl-N4-((1r,5r)-5-((tert-butyldimethylsilyl)oxy)cyclooctyl)pyrimidine-2,4-diamine BrC=1C(=NC(=NC1)NCCCC)NC1CCCC(CCC1)O[Si](C)(C)C(C)(C)C